9-((1s,4s)-4-((dimethylamino)methyl)cyclohexyl)-N2-(4-methyltetrahydro-2H-pyran-4-yl)-N8-(3-(trifluoromethyl)phenyl)-9H-purine-2,8-diamine CN(C)CC1CCC(CC1)N1C2=NC(=NC=C2N=C1NC1=CC(=CC=C1)C(F)(F)F)NC1(CCOCC1)C